1-(2,6-difluorophenyl)-1H-pyrazol-3-amine FC1=C(C(=CC=C1)F)N1N=C(C=C1)N